BrC1=CC=2N(C=C1)C(=C(N2)C)C(=O)O 7-bromo-2-methyl-imidazo[1,2-a]pyridine-3-carboxylic acid